2-(fluoromethyl)piperidin-3,4,5-triol FCC1NCC(C(C1O)O)O